(4aR,8aS)-6-[6-[[2-fluoro-4-(trifluoromethyl)phenyl]methoxy]-3-azabicyclo[3.1.1]heptane-3-carbonyl]-4,4a,5,7,8,8a-hexahydropyrido[4,3-b][1,4]oxazin-3-one FC1=C(C=CC(=C1)C(F)(F)F)COC1C2CN(CC1C2)C(=O)N2C[C@@H]1[C@@H](OCC(N1)=O)CC2